C([C@H](O)CC(=O)[O-])(=O)[O-] (R)-MALATE